ONC(/C=C/C1=C(C=CC=C1)N1CCC(CC1)NC(=O)C1(CCC1)COC)=O (E)-N-(1-(2-(3-(hydroxyamino)-3-oxoprop-1-en-1-yl)phenyl)piperidin-4-yl)-1-(methoxymethyl)cyclobutane-1-carboxamide